1-(3-(4-Methoxyphenyl)-1,2,4-oxadiazol-5-yl)-N-(((S)-1-(((S)-1-methylpiperidin-3-yl)methyl)pyrrolidin-3-yl)methyl)piperidin-4-carboxamid COC1=CC=C(C=C1)C1=NOC(=N1)N1CCC(CC1)C(=O)NC[C@H]1CN(CC1)C[C@@H]1CN(CCC1)C